1-(4'-Methylbenzenesulfonyl)-3-hydroxy-4-thiazolidin-3-ylmethylpyridin CC1=CC=C(C=C1)S(=O)(=O)N1CC(=C(C=C1)CN1CSCC1)O